(4aR,6R,8R,8aR)-8-(4-(3-fluorophenyl)-1H-1,2,3-triazol-1-yl)-2-phenylhexahydropyrano[3,2-d][1,3]Dioxin-6-carboxylic acid methyl ester COC(=O)[C@H]1C[C@H]([C@H]2OC(OC[C@H]2O1)C1=CC=CC=C1)N1N=NC(=C1)C1=CC(=CC=C1)F